C(#CCCCCCCCC)C=1C=CC(=C(C=O)C1)OC(F)(F)F 5-(dec-1-yn-1-yl)-2-(trifluoromethoxy)benzaldehyde